FC1(CC(C1)C(=O)OCCN1N=C(C(=C1NC(=O)C1CC(C1)(F)F)C)C1CC(C1)(F)F)F 2-(5-(3,3-difluorocyclobutane-1-carboxamido)-3-(3,3-difluorocyclobutyl)-4-methyl-1H-pyrazol-1-yl)ethyl 3,3-difluorocyclobutane-1-carboxylate